6-chloro-N-(3-chloro-4-((3,3-difluorocyclobutyl)methoxy)-2-fluorophenyl)pyrido[3,2-d]pyrimidin-4-amine ClC=1C=CC=2N=CN=C(C2N1)NC1=C(C(=C(C=C1)OCC1CC(C1)(F)F)Cl)F